N-(1-cyanopyrrolidin-3-yl)-4-(pyrimidin-5-yl)benzenesulfonamide C(#N)N1CC(CC1)NS(=O)(=O)C1=CC=C(C=C1)C=1C=NC=NC1